CN(CCCCCN(C(C(C(C(C(C(C(C(F)(F)F)(F)F)(F)F)(F)F)(F)F)(F)F)(F)F)=O)C(CCCCCC(=O)OCC(CCCCCCCC)CCCCCC)CCCCCC(=O)OCC(CCCCCCCC)CCCCCC)C BIS(2-HEXYLDECYL) 7-(N-(5-(DIMETHYLAMINO)PENTYL)-2,2,3,3,4,4,5,5,6,6,7,7,8,8,8-PENTADECAFLUOROOCTANAMIDO)TRIDECANEDIOATE